2-furanboronic acid MIDA ester B1(OC(=O)CN(CC(=O)O1)C)C2=CC=CO2